4-(4-(3'-chloro-5-fluoro-2-methoxy-4'-(3-methyl-2-oxo-2,5-dihydro-1H-pyrrol-1-yl)-[1,1'-biphenyl]-3-yl)pyridin-2-yl)piperazine-1-carboxylic acid tert-butyl ester C(C)(C)(C)OC(=O)N1CCN(CC1)C1=NC=CC(=C1)C=1C(=C(C=C(C1)F)C1=CC(=C(C=C1)N1C(C(=CC1)C)=O)Cl)OC